1-allyl-3-ethylimidazole bromine salt [Br].C(C=C)N1CN(C=C1)CC